(S)-8-(2-amino-6-((R)-1-(4-(tert-butoxycarbonyl)-2-(3-methyl-1H-pyrazol-1-yl)phenyl)-2,2,2-trifluoroethoxy)pyrimidin-4-yl)-2,8-diazaspiro[4.5]decane-3-carboxylic acid NC1=NC(=CC(=N1)N1CCC2(C[C@H](NC2)C(=O)O)CC1)O[C@@H](C(F)(F)F)C1=C(C=C(C=C1)C(=O)OC(C)(C)C)N1N=C(C=C1)C